(1S,2R)-2-(((S)-(4-cyclobutylphenyl)(phenyl)methyl)carbamoyl)cyclopentane-1-carboxylic acid C1(CCC1)C1=CC=C(C=C1)[C@H](C1=CC=CC=C1)NC(=O)[C@H]1[C@H](CCC1)C(=O)O